(2S,11aR)-7,9-dichloro-6-isopropoxy-8-methyl-2-((2-oxo-1,2,3,4-tetrahydro-1,6-naphthyridine-7-yl)oxy)-2,3,11,11a-tetrahydro-1H,5H-benzo[f]pyrrolo[2,1-c][1,4]oxazepin-5-one ClC=1C(=C(C2=C(C(N3[C@@H](CO2)C[C@@H](C3)OC3=NC=C2CCC(NC2=C3)=O)=O)C1OC(C)C)Cl)C